N-(4'-(tert-butyl)-2'-(phenylselanyl)-[1,1'-biphenyl]-2-yl)picolinamide C(C)(C)(C)C1=CC(=C(C=C1)C1=C(C=CC=C1)NC(C1=NC=CC=C1)=O)[Se]C1=CC=CC=C1